4-[2-fluoro-4-(methylsulfonyl)phenyl]-2-(morpholin-4-yl)-8-(1H-pyrazol-5-yl)-1,7-naphthyridine FC1=C(C=CC(=C1)S(=O)(=O)C)C1=CC(=NC2=C(N=CC=C12)C1=CC=NN1)N1CCOCC1